N-methyl-2-(4-amino-1H-pyrazol-1-yl)acetamide CNC(CN1N=CC(=C1)N)=O